4-[7,8-difluoro-1-oxo-6-[5-(trifluoromethyl)pyrimidin-2-yl]-2-isoquinolinyl]butan Tert-butyl-(2-(7-fluoroisoquinolin-6-yl)ethyl)carbamate C(C)(C)(C)N(C(O)=O)CCC=1C=C2C=CN=CC2=CC1F.FC1=C(C=C2C=CN(C(C2=C1F)=O)CCCC)C1=NC=C(C=N1)C(F)(F)F